COC1=CC=C(CNC=2C=3N(N=C(C2)N2CCOCC2)C=CN3)C=C1 N-(4-methoxybenzyl)-6-morpholinoimidazo[1,2-b]pyridazin-8-amine